(R/S)-4-(2-(imidazo[1,2-a]pyridin-3-yl)morpholino)-6-isopropylpyrimidin-2-amine N=1C=C(N2C1C=CC=C2)[C@@H]2OCCN(C2)C2=NC(=NC(=C2)C(C)C)N |r|